difluoromethylsulfonic acid lithium salt [Li+].FC(F)S(=O)(=O)[O-]